O\N=C(/N)\C1=CC=C(CNC(OC(C)(C)C)=O)C=C1 tert-butyl (Z)-4-(N'-hydroxycarbamimidoyl)benzylcarbamate